[Cl-].CN1CC=CC=C1 1-Methyl-pyridine chloride